C(C)OC1CCC(CC1)N1N=C(C(=C1)NC(=O)C=1N=C(OC1)C=1C=NNC1)C1=NC=CC=N1 N-(1-((1r,4r)-4-ethoxycyclohexyl)-3-(pyrimidin-2-yl)-1H-pyrazol-4-yl)-2-(1H-pyrazol-4-yl)oxazole-4-carboxamide